(1S)-1-[3-fluoro-2-methyl-4-(2-methylpyrazol-3-yl)phenyl]ethanamine FC=1C(=C(C=CC1C=1N(N=CC1)C)[C@H](C)N)C